((R)-4-(2-aminooxazolo[4,5-c]pyridin-7-yl)morpholin-2-yl)((R)-6-chloro-8-fluoro-1-methyl-3,4-dihydroisoquinolin-2(1H)-yl)methanone NC=1OC2=C(C=NC=C2N2C[C@@H](OCC2)C(=O)N2[C@@H](C3=C(C=C(C=C3CC2)Cl)F)C)N1